C(C)OC(=O)C(C(=O)O)(F)F 2-(ethoxycarbonyl)-2,2-difluoroacetic acid